BrC(CBr)C1=CC=CC=C1 (1,2-dibromoethyl)benzene